BrC1=CC=C(C=2C=C(OC21)CN)Cl (7-bromo-4-chlorobenzofuran-2-yl)methanamine